[2H]C(=O)[C@H](O)[C@@H](O)[C@H](O)[C@H](O)CO 1-deuteroglucose